[Na+].O=N[C@@H](CC(C)C)C(=O)[O-] ketoleucine sodium salt